OC1=C(C=C(C=C1)N1C(C2=CC=C(C=C2CC1)C1=CC(=CC(=C1)C(F)(F)F)C1COCC1)=O)NS(=O)(=O)C N-(2-hydroxy-5-(1-oxo-6-(3-(tetrahydrofuran-3-yl)-5-(trifluoromethyl)phenyl)-3,4-dihydroisoquinolin-2(1H)-yl)phenyl)methanesulfonamide